F[C@H]1[C@@H]2CC[C@H](C[C@H]1N(C)C1=NC=C(N=C1)C=1C=C3C=CC(=NC3=CC1OCOC)OCF)N2C(=O)OC(C)(C)C |r| Racemic-tert-butyl (1S,2R,3R,5R)-2-fluoro-3-((5-(2-(fluoromethoxy)-7-(methoxymethoxy)quinolin-6-yl)pyrazin-2-yl)(methyl)amino)-8-azabicyclo[3.2.1]octane-8-carboxylate